C1=CC2=C3C(=C1)C=CC4=C3C(=CN=N4)C=C2 diazapyrene